ClC=1C(=NC(=NC1)NC1CCOCC1)C1=CC=C2CN(C(C2=C1)=O)CC(=O)N[C@H](C)C1=NC=CC(=C1)Cl 2-(6-{5-chloro-2-[(oxacyclohex-4-yl)amino]pyrimidin-4-yl}-1-oxo-2,3-dihydro-1H-isoindol-2-yl)-N-[(1R)-1-(4-chloropyridin-2-yl)ethyl]acetamide